6-bromo-8-fluoro-N-(8-fluoro-2-methyl-imidazo[1,2-a]pyridin-6-yl)phthalazin-1-amine BrC=1C=C2C=NN=C(C2=C(C1)F)NC=1C=C(C=2N(C1)C=C(N2)C)F